COC(=O)C1=CC(=NC2=NC=CC=C12)C1=CC=CC=C1 2-phenyl-1,8-naphthyridine-4-carboxylic acid methyl ester